NC1=NC=CC(=C1I)OC1=C(C=C(C=C1F)NC(=O)C=1C=NN(C1C(F)(F)F)C1=NC=CC=N1)F N-(4-((2-amino-3-iodopyridin-4-yl)oxy)-3,5-difluorophenyl)-1-(pyrimidin-2-yl)-5-(trifluoromethyl)-1H-pyrazole-4-carboxamide